CC1N(C(CN(C1)C)C)C(=O)N 2,4,6-trimethylpiperazine-1-carboxamide